[Zn+2].P(=O)#CCC[C@@H](C(=O)[O-])F.P(=O)#CCC[C@@H](C(=O)[O-])F 5-phosphoryl-2-(S)-fluorovalerate zinc salt